6-methyl-2-heptene-4-ol CC(CC(C=CC)O)C